bromine (bromomethoxy)methane BrCOC.[Br]